BrC1=CC(=C(C(=C1)[N+](=O)[O-])N[C@H]1C[C@H](CCC1)NC(=O)C1=CC(NC2=CC=CC(=C12)F)=O)C(NC)=O N-((1S,3R)-3-((4-bromo-2-(methylcarbamoyl)-6-nitrophenyl)amino)cyclohexyl)-5-fluoro-2-oxo-1,2-dihydroquinoline-4-carboxamide